tert-butyl-7-bromoimidazo[2,1-f][1,2,4]triazin C(C)(C)(C)C1=NN2C(C=N1)=NC=C2Br